Cl.NC=1C=CC2=C(NC(CCC23CC3)=O)N1 amino-6',7'-dihydrospiro[cyclopropane-1,5'-pyrido[2,3-b]azepine]-8'(9'H)-one hydrochloride